3-[1-(1,4-dimethylpyrazol-3-yl)-5-methyl-4-nitro-pyrazol-3-yl]oxy-2-fluoro-propan-1-ol CN1N=C(C(=C1)C)N1N=C(C(=C1C)[N+](=O)[O-])OCC(CO)F